4,10-dimethyl-19-(oxan-2-yl)-8,14-dioxa-10,19,20-triazatetracyclo[13.5.2.12,6.018,21]tricosa-1(20),2,4,6(23),15,17,21-heptaen-9-one CC=1C=C2C3=NN(C4=CC=C(OCCCN(C(OCC(C1)=C2)=O)C)C=C34)C3OCCCC3